N-(4-chloro-2-hydroxyphenyl)-2-fluoro-4-propylbenzamide ClC1=CC(=C(C=C1)NC(C1=C(C=C(C=C1)CCC)F)=O)O